5-hydroxy-4-methyl-2(5H)-furanone OC1C(=CC(O1)=O)C